5-chloro-2-methyl-4-isothiazoline-3-on ClC1=CC(N(S1)C)=O